2-((4-chloropyrimidin-2-yl)oxy)-1-fluoro-5,6,8,9,10,11-hexahydro-7H-pyrido[3',4':4,5]pyrrolo[2,3-f]isoquinolin-7-one ClC1=NC(=NC=C1)OC=1N=CC=2CCC3=C(C2C1F)NC1=C3C(NCC1)=O